ClC1=CC(=CC(=N1)C1=CC(=NC=C1)C(=O)NC)[C@H]1N(CCOC1)C(\C=C/Cl)=O (R,Z)-6-chloro-4-(4-(3-chloroacryloyl)morpholin-3-yl)-N-methyl-[2,4'-bipyridine]-2'-carboxamide